OC=1C=C(C=CC1O)CC(=O)NC1=CC2=C(NC(=N2)C2=CC=C(C=C2)N(C)C)C=C1 2-(3,4-dihydroxyphenyl)-N-(2-(4-(dimethylamino)phenyl)-1H-benzo[d]imidazol-5-yl)acetamide